L-2-amino-pentanedioic acid N[C@H](C(=O)O)CCC(=O)O